N-((3-iodo-6-(thiazol-4-ylmethoxy)-1H-indol-2-yl)methyl)-1-methylcyclopropane-1-carboxamide IC1=C(NC2=CC(=CC=C12)OCC=1N=CSC1)CNC(=O)C1(CC1)C